Ethyl (s)-2-(4-(tert-butoxycarbonyl)-3-methylpiperazin-1-yl)thiazole-4-carboxylate C(C)(C)(C)OC(=O)N1[C@H](CN(CC1)C=1SC=C(N1)C(=O)OCC)C